C1(CCCCC1)[C@H]1[C@H](C2=CC=C(C=C2CC1)O)C1=C(C=C(C=C1)N1CCC(CC1)CN1CCN(CC1)C=1C=C2CN(C(C2=CC1)=O)[C@@H]1C(NC(CC1)=O)=O)F (S)-3-(5-(4-((1-(4-((1R,2S)-2-cyclohexyl-6-hydroxy-1,2,3,4-tetrahydronaphthalen-1-yl)-3-fluorophenyl)piperidin-4-yl)methyl)piperazin-1-yl)-1-oxoisoindolin-2-yl)piperidine-2,6-dione